3-(7-methyl-2-(methylthio)-8-oxo-7,8-dihydro-9H-purin-9-yl)cyclobutane-1-carbonitrile CN1C(N(C2=NC(=NC=C12)SC)C1CC(C1)C#N)=O